CC1=NC=2N(C(=C1)NCC1(CCC1)C1=CC=CC=C1)N=C(N2)C(F)(F)F 5-methyl-N-[(1-phenylcyclobutyl)methyl]-2-(trifluoromethyl)-[1,2,4]Triazolo[1,5-a]pyrimidin-7-amine